N-(5-(4-fluorophenoxy)pyridin-2-yl)propionamide FC1=CC=C(OC=2C=CC(=NC2)NC(CC)=O)C=C1